4-[2-ethoxy-5-(cis-3,5-dimethylpiperazine-1-sulfonyl)benzamido]-1-methyl-3-n-propyl-pyrazole-5-carboxamide C(C)OC1=C(C(=O)NC=2C(=NN(C2C(=O)N)C)CCC)C=C(C=C1)S(=O)(=O)N1C[C@H](N[C@H](C1)C)C